Dodecanoic acid, octadecyl ester C(CCCCCCCCCCC)(=O)OCCCCCCCCCCCCCCCCCC